diphenylphosphinobenzenesulfonate C1(=CC=CC=C1)P(C1=CC=CC=C1)C1=C(C=CC=C1)S(=O)(=O)[O-]